OCCOC1=CC2=C(N(C=N2)C2=CC=C(C=C2)NC(=O)N2N=C(C=C2N)C(C)(C)C)C=C1 5-amino-3-tert-butyl-pyrazol-1-carboxylic acid {4-[5-(2-hydroxy-ethoxyl)-benzimidazol-1-yl]-phenyl}-amide